Cl.Cl.Cl.NC\C=C(\CN1C(=C(C2=NC(=CC=C21)C)CC=2C=CC(=NC2)S(=O)(=O)N(C)C)C)/F (Z)-5-((1-(4-amino-2-fluorobut-2-en-1-yl)-2,5-dimethyl-1H-pyrrolo[3,2-b]pyridin-3-yl)methyl)-N,N-dimethylpyridine-2-sulfonamide trihydrochloride